2-((1-(2-(4,4-dimethyl-1,4-azasilinan-1-yl)-3,6-dimethyl-4-oxo-3,4-dihydroquinazolin-8-yl)ethyl)amino)benzoic acid C[Si]1(CCN(CC1)C1=NC2=C(C=C(C=C2C(N1C)=O)C)C(C)NC1=C(C(=O)O)C=CC=C1)C